CC1=C(C=CC=C1C)C=1C(=O)NC(C1)=O 2,3-dimethyl-phenylmaleimide